methyl 2-[(9R)-12-oxo-11-(2-trimethylsilylethoxymethyl)-3-[1-(2-trimethylsilyl ethoxymethyl)pyrazol-4-yl]-2-thia-8,11-diazatricyclo[6.4.1.04,13]trideca-1(13),3-dien-9-yl]acetate O=C1N(C[C@H](N2CCCC3=C(SC1=C32)C=3C=NN(C3)COCC[Si](C)(C)C)CC(=O)OC)COCC[Si](C)(C)C